4-(((trans)-2-hydroxycyclobutyl)amino)-5-methoxy-1-phenyl-7-(trifluoromethyl)-quinazolin-2(1H)-one O[C@H]1[C@@H](CC1)NC1=NC(N(C2=CC(=CC(=C12)OC)C(F)(F)F)C1=CC=CC=C1)=O